N-(1-(3-chlorophenyl)-2-hydroxyethyl)-1-(5-methyl-2-((4-morpholinophenyl)-amino)pyrimidin-4-yl)-1H-pyrrole-3-carboxamide ClC=1C=C(C=CC1)C(CO)NC(=O)C1=CN(C=C1)C1=NC(=NC=C1C)NC1=CC=C(C=C1)N1CCOCC1